dichloro(triphenylphosphine) ruthenium (III) [Ru+3].ClC=1C(=C(C=CC1)P(C1=CC=CC=C1)C1=CC=CC=C1)Cl